6-(4-((3'-(aminomethyl)-5'-methoxy-[1,1'-biphenyl]-4-yl)methyl)-2,5-dimethylthiophene-3-carboxamido)spiro[3.3]heptane-2-carboxylic acid NCC=1C=C(C=C(C1)OC)C1=CC=C(C=C1)CC=1C(=C(SC1C)C)C(=O)NC1CC2(CC(C2)C(=O)O)C1